1-(3-fluoro-4-methylphenyl)ethanol FC=1C=C(C=CC1C)C(C)O